FC(C(C(F)(F)F)OC(=O)N1CCC2(CN(C2)CC=2C=C(C=C(C2)C(F)(F)F)N2CCC(CC2)C(=O)O)CC1)(F)F 1-(3-((7-(((1,1,1,3,3,3-Hexafluoropropan-2-yl)oxy)carbonyl)-2,7-diazaspiro[3.5]nonan-2-yl)methyl)-5-(trifluoromethyl)phenyl)piperidine-4-carboxylic acid